N1N=CC2=C(C=CC=C12)NC(=O)C1=CN=C(S1)NC1=NN(C=C1)C N-(1H-indazol-4-yl)-2-[(1-methylpyrazol-3-yl)amino]thiazole-5-carboxamide